(4-(3-Amino-7-(5-morpholino-pent-1-yn-1-yl)-1H-indazol-5-yl)pyridin-2-yl)carbamic acid methyl ester COC(NC1=NC=CC(=C1)C=1C=C2C(=NNC2=C(C1)C#CCCCN1CCOCC1)N)=O